6-(4-methoxypyridin-3-yl)-4-methyl-1-(4-((2R,3S)-2-methyl-3-((methylsulfonyl)methyl)azetidin-1-yl)-6-(3-phenylpyrrolidin-1-yl)pyridin-2-yl)-1H-pyrazolo[4,3-c]pyridine COC1=C(C=NC=C1)C1=CC2=C(C(=N1)C)C=NN2C2=NC(=CC(=C2)N2[C@@H]([C@H](C2)CS(=O)(=O)C)C)N2CC(CC2)C2=CC=CC=C2